C(OC(C)(C)CC(C)(C)C)(OCC(CCCC)CC)=O tert-octyl 2-ethylhexyl monocarbonate